3-butanediyl diacrylate C(C=C)(=O)OCCCCOC(C=C)=O